C(C)C=1C=C(C=CC1)NC(CSC1=NN=C(N1)C=1OC=CC1)=O N-(3-ethylphenyl)-2-((5-(furan-2-yl)-4H-1,2,4-triazole-3-yl)thio)acetamide